(3-(5-methyl-1,2,4-oxadiazol-3-yl)phenyl)methanol CC1=NC(=NO1)C=1C=C(C=CC1)CO